2-((4-nitro-3-(trifluoromethyl)benzyl)thio)-6-oxo-1,6-dihydropyrimidine-5-carboxamide [N+](=O)([O-])C1=C(C=C(CSC=2NC(C(=CN2)C(=O)N)=O)C=C1)C(F)(F)F